N4-(2-(4-isopropylpiperidin-1-yl)pyrimidin-5-yl)adamantane-1,4-diamine C(C)(C)C1CCN(CC1)C1=NC=C(C=N1)NC1C2CC3(CC(CC1C3)C2)N